NC1=NC=2C=C(C(=CC2C2=C1COC2)C(=O)N([C@@H]2COC1=C2C=CC(=C1)C#CC=1C(=NC=CC1)C)C)Cl (S)-4-amino-7-chloro-N-methyl-N-(6-((2-methylpyridin-3-yl)ethynyl)-2,3-dihydrobenzofuran-3-yl)-1,3-dihydrofuro[3,4-c]quinoline-8-carboxamide